N-(3-bromobenzyl)-5-oxopyrrolidine-3-carboxamide BrC=1C=C(CNC(=O)C2CNC(C2)=O)C=CC1